C(CCCCCCC)OC=1C(C(=O)O)=CC=CC1.C(C=1C(O)=CC=CC1)(=O)OCC(CCCC)CC 2-ethylhexyl salicylate Octyl-salicylate